1-(5-bromo-1-methyl-1H-pyrrole-2-yl)ethane-1-one BrC1=CC=C(N1C)C(C)=O